tert-Butyl (3-cyclopropylpyrazolo[1,5-a]pyrimidin-5-yl)carbamate C1(CC1)C=1C=NN2C1N=C(C=C2)NC(OC(C)(C)C)=O